NC1=NC=CC(=C1Cl)SC1=CN=C(C2=CC=CC=C12)N1CCC2(CC1)[C@@H](C1=CC=CC=C1C2)N (S)-1'-(4-((2-amino-3-chloropyridin-4-yl)thio)isoquinolin-1-yl)-1,3-dihydrospiro[indene-2,4'-piperidin]-1-amine